N[C@H]1C2N(CC1CC2)C(=O)C=2C=C(C1=C(SC(=C1C)C=1N(C3=CC(=CC=C3C1)C)CC1CC1)C2)OC ((7R)-7-amino-2-azabicyclo[2.2.1]hept-2-yl)(2-(1-(cyclopropylmethyl)-6-methyl-1H-indol-2-yl)-4-methoxy-3-methylbenzo[b]thiophen-6-yl)methanone